FC=1C(=C(C=CC1)C=1C=C2C(=C(C=NC2=CC1)C1=CC(=CC(=C1)OC)F)N1CCC(CC1)N)C=NO 1-(6-{3-Fluoro-2-[(hydroxyimino)methyl]phenyl}-3-(3-fluoro-5-methoxyphenyl)chinolin-4-yl)piperidin-4-amin